2,4-di(allyloxy)-6-chloro-1,3,5-triazine C(C=C)OC1=NC(=NC(=N1)OCC=C)Cl